FC=1C=C(CN2C(=NC3=NC=C(C=C32)N3C=CC=2C3=NC(=CN2)C(C)O)OC)C=C(C1)F 1-(5-(1-(3,5-difluorobenzyl)-2-methoxy-1H-imidazo[4,5-b]pyridin-6-yl)-5H-pyrrolo[2,3-b]pyrazin-3-yl)ethanol